NC1=C(C=C(C=C1C)N1CC2=CC=C(C=C2CC1=O)F)C 2-(4-amino-3,5-dimethylphenyl)-6-fluoro-1,4-dihydroisoquinolin-3(2H)-one